C1(=CC=CC=C1)N1C(C=CC1)=O phenyl-1,5-dihydro-2H-pyrrol-2-one